FC1=C(C(=O)N([C@H]2CNCCC2)C2=NC=CC3=CC=CC(=C23)C)C=CC(=C1)C1=CN=CS1 (R)-2-fluoro-N-(8-methylisoquinolin-1-yl)-N-(piperidin-3-yl)-4-(thiazol-5-yl)benzamide